Trans-rac-2-(((3R,4S)-3-methyl-tetrahydro-2H-pyran-4-yl)amino)-4-(trifluoromethyl)benzonitrile C[C@H]1COCC[C@@H]1NC1=C(C#N)C=CC(=C1)C(F)(F)F |r|